FC=1C=C(C=C(C1F)F)C1=C(C=CC=C1)NC(=O)C=1C(=NN(C1)C)C(F)(F)Cl N-(3',4',5'-trifluoro-biphenyl-2-yl)-3-(chlorodifluoromethyl)-1-methylpyrazol-4-ylcarboxamide